C(C)(C)(C)C=1SC(=CN1)C(=O)NCC1=C(C=C(C=C1)C1=NC(=NC=C1)NC=1C=NN(C1)C[C@@H]1CN(CCO1)C(=O)OC(C)(C)C)C (S)-tert-butyl 2-((4-((4-(4-((2-(tert-butyl)thiazole-5-carboxamido)methyl)-3-methylphenyl)pyrimidin-2-yl)amino)-1H-pyrazol-1-yl)methyl)morpholine-4-carboxylate